C(O)(O)=O.FC(=C)C 1-fluoro-1-methyl ethylene carbonate